(Methanesulfonyl-Propyl)-Methylsilane CS(=O)(=O)CCC[SiH2]C